(2R,3S,4R,5R)-5-(4-((S)-2-amino-3-(4-fluorophenyl)propanamido)pyrrolo[2,1-f][1,2,4]triazin-7-yl)-5-cyano-4-hydroxy-2-(hydroxymethyl)tetrahydrofuran-3-yl 2-phenylacetate C1(=CC=CC=C1)CC(=O)O[C@@H]1[C@H](O[C@@]([C@@H]1O)(C#N)C1=CC=C2C(=NC=NN21)NC([C@H](CC2=CC=C(C=C2)F)N)=O)CO